(2-((2-((4-methoxyphenyl)diphenylmethoxy)ethyl)disulfaneyl)ethyl) (2-cyanoethyl) diisopropylphosphoramidite C(C)(C)N(P(OCCSSCCOC(C1=CC=CC=C1)(C1=CC=CC=C1)C1=CC=C(C=C1)OC)OCCC#N)C(C)C